C(C1=CC=CC=C1)OC1=CC=C2CCCC3(CCC=4C(=NC(=NC4C3)OCC34CCCN4CCC3)N3[C@H](CN(CC3)C(C3=CC=CC=C3)(C3=CC=CC=C3)C3=CC=CC=C3)COC)C2=C1 7-(Benzyloxy)-4'-((R)-2-(methoxymethyl)-4-tritylpiperazin-1-yl)-2'-((tetrahydro-1H-pyrrolizin-7a(5H)-yl)methoxy)-3,4,5',8'-tetrahydro-2H,6'H-spiro[naphthalene-1,7'-quinazoline]